O=C1N(C(C2=CC=CC=C12)=O)CC(CCC(=O)OC)=O methyl 5-(1,3-dioxoisoindol-2-yl)-4-oxopentanoate